2-(1-((2-(3,5-dichlorophenyl)-6-((2-(4-(4-(methylamino)butan-2-yl)piperazin-1-yl)pyrimidin-5-yl)oxy)pyridin-4-yl)methyl)piperidin-4-yl)acetic acid ClC=1C=C(C=C(C1)Cl)C1=NC(=CC(=C1)CN1CCC(CC1)CC(=O)O)OC=1C=NC(=NC1)N1CCN(CC1)C(C)CCNC